L-α-aspartyl-L-serine N[C@@H](CC(O)=O)C(=O)N[C@@H](CO)C(=O)O